(S)-6-ethyl-5-methyl-N-(3-(1-((1-methyl-1H-pyrazolo[3,4-b]pyrazin-6-yl)amino)ethyl)phenyl)nicotinamide C(C)C1=NC=C(C(=O)NC2=CC(=CC=C2)[C@H](C)NC2=CN=C3C(=N2)N(N=C3)C)C=C1C